(2R)-(5-acetyl-7-fluoro-2,3-dihydrobenzo[b][1,4]dioxin-2-yl)methanesulfonic acid C(C)(=O)C1=CC(=CC=2O[C@H](COC21)CS(=O)(=O)O)F